3-(4-bromophenyl)-5-cyano-4,6-diamino-2-ethoxycarbonyl-1-p-toluenesulfonyl-2,3-dihydro-1H-pyrrolo[2,3-b]pyridine BrC1=CC=C(C=C1)C1C(N(C2=NC(=C(C(=C21)N)C#N)N)S(=O)(=O)C2=CC=C(C)C=C2)C(=O)OCC